FC=1C=C(C=NC1)C#CC=1C=C(C=CC1)[C@H]1NC(O[C@@H]1C1=CC(=CC=C1)OC)=O (4R,5R)-4-(3-((5-fluoro-3-pyridinyl)ethynyl)phenyl)-5-(3-methoxyphenyl)-1,3-oxazolidin-2-one